ClC=1N=NC(=CC1C=C)Cl 3,6-dichloro-4-vinyl-pyridazine